C(C)(C)(C)OC(NC1=CC(=CC(=C1)C=O)Cl)=O (3-CHLORO-5-FORMYL-PHENYL)-CARBAMIC ACID TERT-BUTYL ESTER